N-[6-(2-chloro-5-fluorophenyl)-2-methyl-8-oxo-3-{[tri(prop-2-yl)silyl]ethynyl}-7,8-dihydro-6H-pyrrolo[4,3-g]indazol-5-yl]-5-fluoro-3-(trifluoromethyl)benzamide ClC1=C(C=C(C=C1)F)C1NC(C2=C1C(=CC1=C(N(N=C21)C)C#C[Si](C(C)C)(C(C)C)C(C)C)NC(C2=CC(=CC(=C2)F)C(F)(F)F)=O)=O